BrC1=C2C=NN(C2=CC(=C1/C=C/C(=O)OCC)F)C1OCCCC1 Ethyl (E)-3-(4-bromo-6-fluoro-1-(tetrahydro-2H-pyran-2-yl)-1H-indazol-5-yl)acrylate